FC(C(CC(C(C)C)=O)=O)(F)F 1,1,1-trifluoro-5-methyl-2,4-hexanedione